C(C)NC[C@]1(CN(CC2=CC=CC=C12)C=O)O ((2r,4r)-4-((ethylamino)-methyl)-4-hydroxyisoquinolin-2(1H)-yl)methanone